[K].ClCC(=O)NC1=C(C(=CC(=C1)C)C)O 2-chloro-N-(2-hydroxy-3,5-dimethylphenyl)acetamide Potassium